tert-butoxy(carbonyl)-2,3-dihydro-1H-isoindole-1-carboxylic acid C(C)(C)(C)OC(=O)C1(NCC2=CC=CC=C12)C(=O)O